1-(4-(5-((1-(2-ethoxyethyl)-1H-pyrazol-4-yl)amino)-1,2,4-thiadiazol-3-yl)phenyl)-3-tritylimidazolidin-2-one C(C)OCCN1N=CC(=C1)NC1=NC(=NS1)C1=CC=C(C=C1)N1C(N(CC1)C(C1=CC=CC=C1)(C1=CC=CC=C1)C1=CC=CC=C1)=O